O=C1NC(CCC1N1C(C2=CC=C(C=C2C1)C#CC(=O)O)=O)=O 3-(2-(2,6-dioxopiperidin-3-yl)-1-oxoisoindolin-5-yl)propiolic acid